FC=1C=C(C#N)C=C(C1)OC1=CC=C2C(C(C3(CCC(C1=C32)=O)O)(F)F)(F)F 3-fluoro-5-((1,1,2,2-tetrafluoro-8a-hydroxy-6-oxo-1,2,6,7,8,8a-hexahydroacenaphthylen-5-yl)oxy)benzonitrile